(1-(methoxy(methyl)amino)-3-methyl-1-oxobutan-2-yl)carbamic acid tert-butyl ester C(C)(C)(C)OC(NC(C(=O)N(C)OC)C(C)C)=O